O1CCC2=C1C=CC(=C2)S(=O)(=O)N2CCC(CC2)C(=O)NC2=CC1=C(N(C=N1)C)C=C2 1-((2,3-dihydrobenzofuran-5-yl)sulfonyl)-N-(1-methyl-1H-benzo[d]imidazol-5-yl)piperidine-4-carboxamide